5-(2-Trifluoromethyl-phenyl)-1H-pyrazole-3-carboxylic acid {2-oxo-2-[4-(3-trifluoromethyl-phenoxy)-piperidin-1-yl]-ethyl}-amide O=C(CNC(=O)C1=NNC(=C1)C1=C(C=CC=C1)C(F)(F)F)N1CCC(CC1)OC1=CC(=CC=C1)C(F)(F)F